2-[(2-methoxy-4-nitrophenyl)azo]-N-(2-methoxyphenyl)-3-oxobutanamide COC1=C(C=CC(=C1)[N+](=O)[O-])N=NC(C(=O)NC1=C(C=CC=C1)OC)C(C)=O